1,4-bis(5H-dibenzo[a,d]cyclohepten-5-yl)-1,4-diazabuta-1,3-diene C1=CC=CC=2C(C3=C(C=CC21)C=CC=C3)N=CC=NC3C2=C(C=CC1=C3C=CC=C1)C=CC=C2